C(C)N(C(C1=CC=C(C=C1)C1NC2=CC=CC=C2CC1)=O)CC N,N-diethyl-4-(1,2,3,4-tetrahydroquinoline-2-yl)benzamide